ClC1=CC=C(C=N1)CN1C=CC=C2C1=NC(N(C2=O)C2CCCC2)=O 8-((6-chloropyridin-3-yl)methyl)-3-cyclopentylpyrido[2,3-d]pyrimidine-2,4(3H,8H)-dione